ClC=1C=C(C=CC1)C=1OC(=C(N1)C1=CC=C(C=C1)/C=C/C(=O)N[C@H]1CN([C@@H](C1)C)C#N)C (E)-3-(4-(2-(3-chlorophenyl)-5-methyl-oxazol-4-yl)phenyl)-N-((3R,5R)-1-cyano-5-methylpyrrolidin-3-yl)acrylamide